OCCCCCCCN1C(C2=CC=CC=C2C1=O)=O 2-(7-hydroxyheptyl)isoindoline-1,3-dione